4-(5-chloro-4-((((3R,4S)-4-hydroxytetrahydro-2H-pyran-3-yl)methyl)amino)-6-oxopyridazin-1(6H)-yl)-N-phenylpiperidine-1-sulfonamide ClC1=C(C=NN(C1=O)C1CCN(CC1)S(=O)(=O)NC1=CC=CC=C1)NC[C@@H]1COCC[C@@H]1O